N1(CCCC1)CCCCNC(=O)OC(C(=O)OCCCCCC(=O)OC\C=C/CCCCCC)C(C(=O)OCCCCCC(=O)OC\C=C/CCCCCC)OC(NCCCCN1CCCC1)=O bis(6-(((Z)-non-2-en-1-yl)oxy)-6-oxohexyl) 2,3-bis(((4-(pyrrolidin-1-yl)butyl)-carbamoyl)oxy)succinate